ClC1=CC=C(C=C1)N1N=CC(=N1)C12CC(C1)(C2)NC(=O)C2CS(CC2)(=O)=O N-[3-[2-(4-chlorophenyl)triazol-4-yl]-1-bicyclo[1.1.1]pentyl]-1,1-dioxo-thiacyclopentane-3-carboxamide